BrC=1C=C(N(C1)NC(C(=O)OCC)=O)C(N)=O ethyl 2-((4-bromo-2-carbamoyl-1H-pyrrol-1-yl) amino)-2-oxoacetate